C(C)NC1=CC(=CC(=N1)N1C(C2=CC(=CC=C2C1)CN1C[C@H](CCC1)C)=O)C1=C(C=CC=C1)C1=NN=CN1C 2-[6-(Ethylamino)-4-[2-(4-methyl-1,2,4-triazol-3-yl)phenyl]pyridin-2-yl]-6-{[(3S)-3-methylpiperidin-1-yl]methyl}-3H-isoindol-1-one